3,5-bis-trifluoromethyl-phenylacetic acid FC(C=1C=C(C=C(C1)C(F)(F)F)CC(=O)O)(F)F